S1C(=NC2=C1C=CC=C2)NC2=C(C1=C(N=N2)NC(CC1)C1=CC=CC=N1)C 6-{3-[(1,3-benzothiazol-2-yl)amino]-4-methyl-5H,6H,7H-pyrido[2,3-c]pyridazin-7-yl}pyridine